4-(2-{[(2R,7aS)-2-fluoro-hexahydro-1H-pyrrolizin-7a-yl]methoxy}-8-fluoro-4-(4-methoxypiperidin-1-yl)quinazolin-7-yl)-5-ethynyl-6-fluoronaphthalen-2-ol F[C@@H]1C[C@@]2(CCCN2C1)COC1=NC2=C(C(=CC=C2C(=N1)N1CCC(CC1)OC)C1=CC(=CC2=CC=C(C(=C12)C#C)F)O)F